FC1=C(C=CC=C1F)CNC(=O)C1CN(C(C1)=O)C N-[(2,3-difluorophenyl)methyl]-1-methyl-5-oxopyrrolidine-3-carboxamide